C(C)(C)(C)C(C(=O)[O-])(CCC)OC=1C=NC(=CC1)NC1=C(C(=NN1C(C)(C)C)C1=CC=C(C=C1)NS(=O)(=O)CC)C(N)=O tert-butyl-[(6-{[1-tert-butyl-4-carbamoyl-3-(4-ethanesulfonamidophenyl)-1H-pyrazol-5-yl]amino}pyridin-3-yl)oxy]pentanoate